FC(C1=CC=C(C=N1)[S@](=O)(N)=NC(NC1=C2CCCC2=CC=2CCCC12)=O)F |o1:8| (S) or (R)-6-(difluoromethyl)-N'-((1,2,3,5,6,7-hexahydro-s-indacen-4-yl)carbamoyl)pyridine-3-sulfonimidamide